C1(CC1)C(C)C1=C(C(=CC(=C1)F)C1=CC(=NC=C1)OC)NC(=O)C1=C(OC=C1C(C)(C)O)S(=O)(=O)N ((2-(1-cyclopropylethyl)-4-fluoro-6-(2-methoxypyridin-4-yl)phenyl)carbamoyl)-4-(2-hydroxypropan-2-yl)furan-2-sulfonamide